CN1N=CC(=C1)NC(=O)C=1NC=C(C1)C1=NC(=NC=C1C(F)(F)F)N[C@@H]1CNCCC1 N-(1-methyl-1H-pyrazol-4-yl)-4-(2-{[(3S)-piperidin-3-yl]amino}-5-(trifluoromethyl)pyrimidin-4-yl)-1H-pyrrole-2-carboxamide